N-(2-Cyano-3-cyclohexylphenyl)-4,5,6,7-tetrahydro[1,3]thiazolo[5,4-c]pyridin-2-carboxamid C(#N)C1=C(C=CC=C1C1CCCCC1)NC(=O)C=1SC=2CNCCC2N1